CC=1C=C(C=CC1OC1=CC2=C(N(C=N2)C)C=C1)NC1=NC=NC=C1C=1OCC(N1)C(=O)OC methyl 2-(4-((3-methyl-4-((1-methyl-1H-benzimidazol-5-yl) oxy) phenyl) amino) pyrimidin-5-yl)-4,5-dihydrooxazole-4-carboxylate